(difluoro(2-(((S)-1-oxo-1-((S)-2-((R)-2-phenylmorpholine-4-carbonyl)pyrrolidin-1-yl)-3-(piperidin-4-yl)propan-2-yl)carbamoyl)benzo[b]thiophen-5-yl)methyl)phosphonic acid FC(C1=CC2=C(SC(=C2)C(N[C@H](C(N2[C@@H](CCC2)C(=O)N2C[C@H](OCC2)C2=CC=CC=C2)=O)CC2CCNCC2)=O)C=C1)(F)P(O)(O)=O